3-(2-amino-[1,2,4]triazolo[1,5-a]pyridin-7-yl)-6-(3-(trifluoromethoxy)benzyl)-7,8-dihydro-1,6-naphthyridine-5(6H)-one NC1=NN2C(C=C(C=C2)C=2C=NC=3CCN(C(C3C2)=O)CC2=CC(=CC=C2)OC(F)(F)F)=N1